3,4,5-trichlorophenylmagnesium bromide ClC=1C=C(C=C(C1Cl)Cl)[Mg]Br